4-phenoxy-1-((4-phenoxybutyryl)glycyl)pyrrolidine-2-carboxamide O(C1=CC=CC=C1)C1CC(N(C1)C(CNC(CCCOC1=CC=CC=C1)=O)=O)C(=O)N